3-(1,1-dioxotetrahydro-2H-thiopyran-4-yl)-1-(4-fluoro-2-methylphenyl)-7-(trifluoromethyl)-2,3-dihydroquinazolin-4(1H)-one O=S1(CCC(CC1)N1CN(C2=CC(=CC=C2C1=O)C(F)(F)F)C1=C(C=C(C=C1)F)C)=O